1-(2-bromo-6-fluorophenyl)cyclopropan-1-amine BrC1=C(C(=CC=C1)F)C1(CC1)N